ClC1=C(C=CC=C1)[C@@H](C)OC(=O)NC1=C(N=NN1C)C1=CC=C(C=C1)NC(=O)C1C(CCCC1)C(=O)O 2-((4-(5-((((R)-1-(2-chlorophenyl)ethoxy)carbonyl)amino)-1-methyl-1H-1,2,3-triazol-4-yl)phenyl)carbamoyl)cyclohexane-1-carboxylic acid